2,2,2-Trifluoro-N-methyl-N-((2-methyl-1,3-dioxolan-2-yl)methyl)acetamide FC(C(=O)N(CC1(OCCO1)C)C)(F)F